(1-Acetylpiperidin-4-yl)-5-(tert-butoxycarbonyl)-2-oxo-1,2-dihydroPyridine-4-carboxylic acid C(C)(=O)N1CCC(CC1)N1C(C=C(C(=C1)C(=O)OC(C)(C)C)C(=O)O)=O